C(#N)C=1C=CC(=C2C=CC=NC12)N1CC2(CC2(C1)C(F)(F)F)C(=O)NCC1C[N+](CCO1)(C([2H])([2H])[2H])C([2H])([2H])[2H] 2-((3-(8-cyanoquinolin-5-yl)-5-(trifluoromethyl)-3-azabicyclo[3.1.0]hexane-1-carboxamido)methyl)-4,4-bis(methyl-d3)morpholin-4-ium